C(C)C=1C(OC2=C(C(=CC=C2C1C)OCCN1CCN(CC1)C)C(=O)N1CCCC2=CC=CC=C12)=O 3-Ethyl-4-methyl-7-(2-(4-methylpiperazin-1-yl)ethoxy)-8-(1,2,3,4-tetrahydroquinoline-1-carbonyl)-2H-chromen-2-one